FC1(CCN(CC1)C=1C=CN(C1)C)F 4-(4,4-difluoropiperidinyl)-1-methylpyrrole